Methyl 7-cyclopropyl-2-(4'-fluoro-2'-(4-methyl-4H-1,2,4-triazol-3-yl)-[1,1'-biphenyl]-3-yl)benzo[d]oxazole-5-carboxylate C1(CC1)C1=CC(=CC=2N=C(OC21)C=2C=C(C=CC2)C2=C(C=C(C=C2)F)C2=NN=CN2C)C(=O)OC